2-(((1-methylpiperidin-3-yl)methyl)amino)-4-phenyl-5,7-dihydro-6H-pyrrolo[3,4-d]pyrimidine-6-carbonitrile CN1CC(CCC1)CNC=1N=C(C2=C(N1)CN(C2)C#N)C2=CC=CC=C2